N5-(2-aminophenyl)-N2-(oxetan-3-yl)pyridine-2,5-diamine NC1=C(C=CC=C1)NC=1C=CC(=NC1)NC1COC1